CCCCCCCC/C=C\CCCCCCCCCCCC(=O)O[C@H](COC(=O)CCCC/C=C\C/C=C\C/C=C\C/C=C\CC)COP(=O)([O-])OCC[N+](C)(C)C 1-(6Z,9Z,12Z,15Z-octadecatetraenoyl)-2-(13Z-docosenoyl)-sn-glycero-3-phosphocholine